7-(((1H-pyrazol-5-yl)methyl)amino)-4-(o-tolyl)-2H-chromen-2-one N1N=CC=C1CNC1=CC=C2C(=CC(OC2=C1)=O)C1=C(C=CC=C1)C